C1(=CC=CC=C1)C=NC1=CC=CC=C1 N-(phenylmethylene)aniline